5,8-difluoro-3-methyl-7-vinylquinazoline-2,4(1H,3H)-dione FC1=C2C(N(C(NC2=C(C(=C1)C=C)F)=O)C)=O